IC1=CC=C(C(=O)OC2=C(C(=O)OCCCCCCCCCCCOC3=CC=C(C=C3)C3=CC=C(C=C3)C#N)C=C(C=C2)OC(C2=CC=C(C=C2)I)=O)C=C1 11-[4-(4-cyanophenyl)phenoxy]undecyl 2,5-bis[(4-iodobenzoyl)oxy]benzoate